C1=CC=CC=C1 Z-benzene